2-chloro-4-fluoropyridine-3-formaldehyde ClC1=NC=CC(=C1C=O)F